bis-(bromomethyl)sulfone BrCS(=O)(=O)CBr